CN(C(=O)N)N=O N-Methyl-N-nitrosourea